FC=1C=C(C=C(C1)F)CC=1C=C2C(=NNC2=CC1)NC(C1=CC=C(C=C1)CO)=O N-[5-[(3,5-difluorophenyl)methyl]-1H-indazol-3-yl]-4-(hydroxymethyl)benzamide